(3R)-4-amino-N-((4S)-7-bromo-3,4-dihydro-1H-2-benzopyran-4-yl)-N-ethyl-3-methyl-1,3-dihydrofuro[3,4-c]quinoline-8-carboxamide NC1=NC=2C=CC(=CC2C2=C1[C@H](OC2)C)C(=O)N(CC)[C@@H]2COCC1=C2C=CC(=C1)Br